4-hydroxy-4a-methyl-2-oxo-N-[4-(trifluoromethyl)-2-[6-(trifluoromethyl)pyridin-3-yl]phenyl]-6,7-dihydro-5H-pyrrolo[1,2-b]pyridazine-3-carboxamide OC=1C2(N(NC(C1C(=O)NC1=C(C=C(C=C1)C(F)(F)F)C=1C=NC(=CC1)C(F)(F)F)=O)CCC2)C